2-(2-((3'-(aminomethyl)-5-(6-azaspiro[2.5]octan-6-yl)-[1,1'-biphenyl]-3-yl)methoxy)-5-fluorophenyl)acetic acid NCC=1C=C(C=CC1)C1=CC(=CC(=C1)N1CCC2(CC2)CC1)COC1=C(C=C(C=C1)F)CC(=O)O